(+)-C5-(5,6-dimethylpyridin-3-yl)-3-(1-isopropyl-1H-benzo[d][1,2,3]triazol-5-yl)-1,2,4-oxadiazole CC=1C=C(C=NC1C)C1=NC(=NO1)C1=CC2=C(N(N=N2)C(C)C)C=C1